pyridin-4(5H)-one hydrochloride Cl.N=1C=CC(CC1)=O